C(C)OC(COC1=C(C(=C(C(=C1)C)CC1=CC(=C(C=C1)O)C(C)C)F)F)=O 2-(2,3-difluoro-4-(4-hydroxy-3-isopropylbenzyl)-5-methylphenoxy)acetic acid ethyl ester